C(C)S(=O)(=O)C1=CC=C(C=C1)NC(CC1=CC=C(C=C1)C1=CC=2N(C=C1)N=CN2)=O N-(4-Ethylsulfonylphenyl)-2-[4-([1,2,4]triazolo[1,5-a]pyridin-7-yl)phenyl]acetamide